C(CCC)N(C(=N)N(CC)CC)C 1-butyl-3,3-diethyl-1-methylguanidine